5-fluoro-4-[6-(fluoromethyl)-2-(5-fluoro-2-pyridinyl)-6-methyl-5,7-dihydro-4H-pyrazolo[1,5-a]pyridin-3-yl]-1H-pyrazolo[3,4-b]pyridine FC=1C(=C2C(=NC1)NN=C2)C=2C(=NN1C2CCC(C1)(C)CF)C1=NC=C(C=C1)F